4-[(1S)-1-{[7-oxo-8-(prop-2-yl)-pyrido[2,3-d]pyrimidin-2-yl]amino}ethyl]benzoic acid methyl ester COC(C1=CC=C(C=C1)[C@H](C)NC=1N=CC2=C(N1)N(C(C=C2)=O)C(C)C)=O